1-(bicyclo[1.1.1]pentan-1-yl)-4-((6-phenylpyridazin-3-yl)methyl)piperazine-2,3-dione C12(CC(C1)C2)N2C(C(N(CC2)CC=2N=NC(=CC2)C2=CC=CC=C2)=O)=O